CS(=O)(=O)C1CC(C1)N1[C@@H](CN(CC1)C1=NC(=NC=C1)C1=CN=C2N1C=C(C=C2)C(F)(F)F)C=2C=NNC2 3-{4-[(R)-4-(3-methanesulfonyl-cyclobutyl)-3-(1H-pyrazol-4-yl)-piperazin-1-yl]-pyrimidin-2-yl}-6-trifluoromethyl-imidazo[1,2-a]pyridine